BrC=1C2=C(C(=NC1)OC)N(N=N2)C 7-bromo-4-methoxy-3-methyltriazolo[4,5-c]pyridine